[4-amino-2-(2-chloro-4-fluoro-anilino)thiazol-5-yl]-phenyl-methanone NC=1N=C(SC1C(=O)C1=CC=CC=C1)NC1=C(C=C(C=C1)F)Cl